3-(3-(difluoromethoxy)phenyl)-4,4-difluoro-N-((S)-3-methyl-1,1-dioxidotetrahydrothiophen-3-yl)-1-(tetrahydro-2H-pyran-4-yl)-4,5,6,7-tetrahydro-1H-indazole-6-carboxamide FC(OC=1C=C(C=CC1)C1=NN(C=2CC(CC(C12)(F)F)C(=O)N[C@@]1(CS(CC1)(=O)=O)C)C1CCOCC1)F